2-chloro-1-(4-(7-methyl-2-propyl-5,6,7,8-tetrahydrobenzo[4,5]thieno[2,3-d]pyrimidin-4-yl)piperazin-1-yl)ethan-1-one ClCC(=O)N1CCN(CC1)C=1C2=C(N=C(N1)CCC)SC1=C2CCC(C1)C